N-(1-cyclopentyl-6-(6-fluoropyridin-3-yl)-1H-pyrazolo[3,4-d]pyrimidin-4-yl)-5-nitrothiophene-2-carboxamide C1(CCCC1)N1N=CC=2C1=NC(=NC2NC(=O)C=2SC(=CC2)[N+](=O)[O-])C=2C=NC(=CC2)F